FC1=CC=C(C=C1)C(CC(CC(=O)N1CCN(CC1)C(=O)OC(C)(C)C)=O)=O tert-butyl 4-[5-(4-fluorophenyl)-3,5-dioxo-pentanoyl]piperazine-1-carboxylate